2-(1-((6-((3,4-dihydroisoquinolin-2(1H)-yl)methyl)-4-oxo-4H-pyran-3-yl)oxy)ethyl)-7-azaspiro[3.5]nonane-7-carboxylic acid tert-butyl ester C(C)(C)(C)OC(=O)N1CCC2(CC(C2)C(C)OC2=COC(=CC2=O)CN2CC3=CC=CC=C3CC2)CC1